3-Bromo-4-chloro-5-(dimethoxymethyl)-1-(phenylsulfonyl)-1H-pyrrolo[2,3-b]pyridine BrC1=CN(C2=NC=C(C(=C21)Cl)C(OC)OC)S(=O)(=O)C2=CC=CC=C2